NC1=CC=C(C(=C1C1=CC(N2[C@@H](CCC2C1)C=1NC(=CN1)C1=CN(C2=C1C=NC=C2)C(=O)OC(C)(C)C)=O)F)Cl tert-Butyl 3-(2-((3S)-7-(6-amino-3-chloro-2-fluorophenyl)-5-oxo-1,2,3,5,8,8a-hexahydroindolizin-3-yl)-1H-imidazol-5-yl)-1H-pyrrolo[3,2-c]pyridine-1-carboxylate